3-(8-(bis(4-methoxybenzyl)amino)-5-bromo-2-((2,6-difluorophenyl)(hydroxy)methyl)-[1,2,4]triazolo[1,5-a]pyrazin-6-yl)benzonitrile COC1=CC=C(CN(C=2C=3N(C(=C(N2)C=2C=C(C#N)C=CC2)Br)N=C(N3)C(O)C3=C(C=CC=C3F)F)CC3=CC=C(C=C3)OC)C=C1